ClC=1C(=C(C(=NC1)OC)C(=O)C1=NC(=CC=C1)OCC1=CC(=CC(=C1)Cl)Cl)C (5-chloro-2-methoxy-4-methylpyridin-3-yl)(6-((3,5-dichlorobenzyl)oxy)pyridin-2-yl)methanone